triethyldiphenylammonium cobalt dithiophosphate P(=S)([S-])([O-])[O-].[Co+2].C(C)C1=C(C(=C(C=C1)[NH2+]C1=CC=CC=C1)CC)CC